ClC1=C(C=C(C=C1OC)OC)C1=CC2=C(N=C(N=C2)NC2CCOCC2)N2C1=NN=C2 6-(2-chloro-3,5-dimethoxyphenyl)-N-(tetrahydro-2H-pyran-4-yl)-[1,2,4]triazolo[4',3':1,6]pyrido[2,3-d]pyrimidin-2-amine